4-(imidazo[1,2-a]pyridin-7-yl)-piperazine-1-carboxylic acid tert-butyl ester C(C)(C)(C)OC(=O)N1CCN(CC1)C1=CC=2N(C=C1)C=CN2